(1R,3S,5R)-2-(2-(3-acetyl-5-(2-methylpyrimidin-5-yl)-1H-indazol-1-yl)acetyl)-N-(6-bromo-3-(morpholinomethyl)pyridin-2-yl)-5-methyl-2-azabicyclo[3.1.0]hexane-3-carboxamide C(C)(=O)C1=NN(C2=CC=C(C=C12)C=1C=NC(=NC1)C)CC(=O)N1[C@@H]2C[C@@]2(C[C@H]1C(=O)NC1=NC(=CC=C1CN1CCOCC1)Br)C